aluminum magnesium-calcium [Ca].[Mg].[Al]